F[P-](F)(F)(F)(F)F.CN(C)[P+](ON1N=NC=2C1=NC=CC2)(N(C)C)N(C)C tris(dimethylamino)(3H-1,2,3-triazolo[4,5-b]pyridin-3-yloxy)phosphorus hexafluorophosphate